ETHYLENEGLYCOL DIMETHACRYLATE C(C(=C)C)(=O)OCCOC(C(=C)C)=O